9-((1R,5S,6s)-3-oxabicyclo[3.1.0]hex-6-yl)-2-chloro-7-methyl-7,9-dihydro-8H-purine [C@H]12COC[C@@H]2C1N1C2=NC(=NC=C2N(C1)C)Cl